4-[(3aR,9bR)-9b-(benzenesulfonyl)-7-[(2,6-dichlorophenyl)methoxy]-1H,2H,3H,3aH,4H,5H,9bH-benzo[e]indole-3-carbonyl]-1λ6-thiomorpholine-1,1-dione C1(=CC=CC=C1)S(=O)(=O)[C@]12CCN([C@@H]2CCC2=C1C=CC(=C2)OCC2=C(C=CC=C2Cl)Cl)C(=O)N2CCS(CC2)(=O)=O